ClC1=C(C=C(C=C1)C(F)(F)F)[C@H](CO)O (R)-1-(2-chloro-5-(trifluoromethyl)phenyl)ethane-1,2-diol